N-methylethanediamine CNCCN